NC1=NC=C(C(=N1)OC)C#CC=1C=C(C(=O)N[C@@H]2[C@H](C[C@H](C2)OC(F)(F)F)O)C=CC1OC(F)F 3-[2-(2-amino-4-methoxypyrimidin-5-yl)ethynyl]-4-(difluoromethoxy)-N-[(1S,2S,4S)-2-hydroxy-4-(trifluoromethoxy)cyclopentyl]benzamide